(2S,5R)-5-(2-chlorophenyl)-1-(2',4'-dichloro-[1,1'-biphenyl]-4-carbonyl)pyrrolidine-2-carboxylic acid ClC1=C(C=CC=C1)[C@H]1CC[C@H](N1C(=O)C1=CC=C(C=C1)C1=C(C=C(C=C1)Cl)Cl)C(=O)O